C1(=CC=CC=C1)[C@@H](C)NC1=C(COC1)C(=O)OC Methyl (R)-4-((1-phenylethyl)amino)-2,5-dihydrofuran-3-carboxylate